myristyl laurate C(CCCCCCCCCCC)(=O)OCCCCCCCCCCCCCC